ClC=1C=CC(=C(C(=O)NC2=C(C=C(C=C2)I)F)C1)O 5-chloro-N-(2-fluoro-4-iodophenyl)-2-hydroxybenzamide